Spiro[fluorene-9,9'-xanthene]-2'-amine C1=C(C=CC=2OC3=CC=CC=C3C3(C12)C1=CC=CC=C1C=1C=CC=CC13)N